4-[1-(4-amino-3-methyl-1H-pyrazolo[3,4-d]pyrimidin-1-yl)ethyl]-3-methoxy-6-methyl-2-[5-(methylsulfonyl)pyridin-3-yl]benzonitrile NC1=C2C(=NC=N1)N(N=C2C)C(C)C2=C(C(=C(C#N)C(=C2)C)C=2C=NC=C(C2)S(=O)(=O)C)OC